C(C)OP(=O)(OCC)C(C(=O)OC(C)(C)C)CC1=NC(=NO1)C1=CC=C(C=C1)CCCCC tert-butyl 2-(diethoxyphosphoryl)-3-(3-(4-pentylphenyl)-1,2,4-oxadiazol-5-yl)propanoate